C(CCC)C1NS(C2=C(N(C1)C1=CC=CC=C1)C=C(C(=C2)O/C=C/C(=O)O)SC)(=O)=O (E)-3-((3-butyl-7-(methylthio)-1,1-dioxido-5-phenyl-2,3,4,5-tetrahydro-1,2,5-benzothiadiazepin-8-yl)oxy)acrylic acid